7-(4-chlorophenyl)-9,9'-biphenanthrene ClC1=CC=C(C=C1)C1=CC=C2C=3C=CC=CC3C=C(C2=C1)C=1C2=CC=CC=C2C=2C=CC=CC2C1